ClC1=CSC=2NC(C(=C(C21)SC)C(\C=C\C2=CC=C(C=C2)OC)=O)=O (E)-3-chloro-5-(3-(4-methoxyphenyl)acryloyl)-4-methylthiothieno[2,3-b]pyridin-6(7H)-one